The molecule is a C19-gibberellin, initially identified in Pyrus communis. It differs from gibberellin A1 in the absence of OH groups at C-2 and -7 and the presence of a beta-OH at C-9 (all gibbane numbering). It is a C19-gibberellin, a gibberellin monocarboxylic acid and a lactone. C[C@@]12CCC[C@@]3([C@@H]1[C@@H]([C@]45[C@H]3CC[C@H](C4)C(=C)[C@H]5O)C(=O)O)OC2=O